C(CCCCCCCCCCCCCCC)C(=CC1=CC=CC=C1)/C/1=C/C(=O)OC1=O cetyl-styrene-maleic anhydride